(4-[tri(isopropyl) silyl]-tetrafluorophenyl) gallate C(C1=CC(O)=C(O)C(O)=C1)(=O)OC1=C(C(=C(C(=C1F)F)[Si](C(C)C)(C(C)C)C(C)C)F)F